BrC1=C(C(=C(C=C1)CC(CO)C)F)F 3-(4-bromo-2,3-difluorophenyl)-2-methylpropan-1-ol